(1aR,5aR)-2-(4-Bromo-pyridin-2-yl)-1a,2,5,5a-tetrahydro-1H-2,3-diaza-cyclopropa[a]pentalene-4-carboxylic acid (1-methyl-cyclobutyl)-amide CC1(CCC1)NC(=O)C=1C=2C[C@@H]3[C@H](C2N(N1)C1=NC=CC(=C1)Br)C3